3-iodo-N,N-dimethyl-5-(4-nitrophenoxy)aniline IC=1C=C(N(C)C)C=C(C1)OC1=CC=C(C=C1)[N+](=O)[O-]